C1(CC1)C(=O)N1CC2=C(CC1)SC(=C2)C=2C=C(C(=C(C=O)C2)O)OC 5-(5-(cyclopropanecarbonyl)-4,5,6,7-tetrahydrothieno[3,2-c]pyridin-2-yl)-2-hydroxy-3-methoxybenzaldehyde